(3-HYDROXY-1H-PYRAZOL-4-YL)ACETIC ACID OC1=NNC=C1CC(=O)O